(1S,3aR,6aS)-N-((S)-1-cyano-2-((S)-2-oxopyrrolidin-3-yl)ethyl)-2-(4,6-difluoro-1H-indole-2-carbonyl)octahydrocyclopenta[c]pyrrole-1-carboxamide C(#N)[C@H](C[C@H]1C(NCC1)=O)NC(=O)[C@H]1N(C[C@H]2[C@@H]1CCC2)C(=O)C=2NC1=CC(=CC(=C1C2)F)F